tert-butyl (3-((tert-butoxycarbonyl)amino)propyl)(4-((3-((tert-butoxycarbonyl)amino)propyl)amino)butyl)carbamate C(C)(C)(C)OC(=O)NCCCN(C(OC(C)(C)C)=O)CCCCNCCCNC(=O)OC(C)(C)C